1-[3-(triethoxysilyl)propyl]-4,5-dihydroimidazole C(C)O[Si](CCCN1C=NCC1)(OCC)OCC